C(C)C=1N=C(SC1C1=NOC=N1)C1=NC=NC(=C1)NCCC1=C(C=CC2=CC=CC=C12)OC 3-(4-ethyl-2-{6-[2-(2-methoxy-naphthalen-1-yl)-ethylamino]-pyrimidin-4-yl}-thiazol-5-yl)-[1,2,4]oxadiazol